4-(2-isopropoxyphenyl)pyrimidin-2-amine C(C)(C)OC1=C(C=CC=C1)C1=NC(=NC=C1)N